OP(O)OP(O)O.C(C)(C)C1=C(C=CC(=C1)C(C)C)C(O)(C(CO)(CO)CO)C1=C(C=C(C=C1)C(C)C)C(C)C bis(2,4-di-isopropylphenyl)pentaerythritol diphosphite